4-chloro-10-(1-(((1r,3r)-3-(hydroxymethyl)cyclobutyl)methyl)piperidin-4-yl)-7,7-dimethylindolo[1,2-a]quinazolin-5(7H)-one ClC=1C=2C(N=C3N(C2C=CC1)C1=CC(=CC=C1C3(C)C)C3CCN(CC3)CC3CC(C3)CO)=O